N1=CC=C(C=C1)C=1N=C2N(C=CC=N2)C1C1=CC2=C(OCCN2)C=C1 6-(2-(Pyridin-4-yl)imidazo[1,2-a]pyrimidin-3-yl)-3,4-dihydro-2H-benzo[b][1,4]oxazine